ClC=1C=CC=C2C=CC=C(C12)N1CCC=2C(=C(C(N(C2C1)C[C@H]1N(CCC1)C)=O)C#N)N1CC(N(CC1)C(C(=C)C)=O)=CC#N 7-(8-chloronaphthalen-1-yl)-4-((R)-3-(cyanomethylene)-4-methacryloylpiperazin-1-yl)-1-(((S)-1-methylpyrrolidin-2-yl)methyl)-2-oxo-1,2,5,6,7,8-hexahydro-1,7-naphthyridine-3-carbonitrile